2-(2-(trifluoromethyl)phenyl)isoquinolin-1(2H)-one FC(C1=C(C=CC=C1)N1C(C2=CC=CC=C2C=C1)=O)(F)F